(5-pentylammonium) carbamate C(N)([O-])=O.CCCCC[NH3+]